thromboxane CCCCCCC[C@H]1CCCO[C@@H]1CCCCCCCC